sodium methyl benzenesulfinate C1(=CC=CC=C1)S(=O)OC.[Na]